FC(C=1C=NC(=NC1)N1CCN(CC1)C(=O)C1CN(C1)C(=O)OC(C)(C)C)(F)F tert-butyl 3-[4-[5-(trifluoromethyl)pyrimidin-2-yl]piperazine-1-carbonyl]azetidine-1-carboxylate